C12OCC(CC1)(CC2)CO[C@@H]([C@H](N)C(=O)N2CCC(CC2)C2=CC(=C(C(=O)OC)C=C2)O)C Methyl 4-(1-(O-((2-oxabicyclo[2.2.2]octan-4-yl)methyl)-L-threonyl)piperidin-4-yl)-2-hydroxybenzoate